BrC=1C=C(C=NC1CBr)/C=C/C(=O)OCC (E)-ethyl 3-(5-bromo-6-(bromomethyl)pyridin-3-yl)acrylate